C1(CC1)CN1C(C(=CC(=C1)CNCC1CC1)C(=O)NC1=CC(=CC=C1)C1(CC(C1)C)C1=NN=CN1C)=O 1-(Cyclopropylmethyl)-5-(((cyclopropylmethyl)amino)methyl)-N-(3-(3-methyl-1-(4-methyl-4H-1,2,4-triazol-3-yl)cyclobutyl)phenyl)-2-oxo-1,2-dihydropyridine-3-carboxamide